2-Phenethyl-isoindol-1-one C(CC1=CC=CC=C1)N1C(C2=CC=CC=C2C1)=O